ClC=1C=C(C=CC1)CCN1[C@@H](CC[C@@H](C1)COC1=CC=C(C=C1)S(=O)(=O)C)C (2R,5S)-1-[2-(3-chlorophenyl)ethyl]-5-[(4-methanesulfonylphenoxy)methyl]-2-methylpiperidine